1-ethyl-N-[7-methoxy-6-(pyridin-2-yloxy)-1H,2H,3H-cyclopenta[b]quinolin-9-yl]piperidin-4-amine C(C)N1CCC(CC1)NC1=C2C(=NC=3C=C(C(=CC13)OC)OC1=NC=CC=C1)CCC2